N[C@H]1C[C@H](C1)O cis-3-Amino-cyclobutanol